di(carbomethoxyphenyl)methylsulfonium hexafluorophosphate F[P-](F)(F)(F)(F)F.C(=O)(OC)C1=C(C=CC=C1)C(C1=C(C=CC=C1)C(=O)OC)[SH2+]